The molecule is the ammonium ion resulting from deprotonation of all three amino groups of bis(3-aminopropyl)amine; major species at pH 7.3. It is a conjugate acid of a bis(3-aminopropyl)amine. C(C[NH3+])C[NH2+]CCC[NH3+]